ClC1=C(C=CC(=C1)F)C1N=C(NC(=C1C(=O)OC)[C@@H]1CC[C@H](CC1)C=1OC=C(N1)CC(=O)OCC)C=1SC=CN1 (trans)-methyl 4-(2-chloro-4-fluorophenyl)-6-(4-(4-(2-ethoxy-2-oxoethyl)oxazol-2-yl)cyclohexyl)-2-(thiazol-2-yl)-1,4-dihydropyrimidine-5-carboxylate